O=C1COC2(CC1)CCN(CC2)C(=O)OC(C)(C)C tert-butyl 3-oxo-1-oxa-9-azaspiro[5.5]undecane-9-carboxylate